C(=O)O.ClC1=C(C=C(C(=O)NC2=CC(=C(C=C2)C)C2=CC3=C(N=C(N=C3)NC=3C=NN(C3)C)N3C2=NCC3)C=C1)C(F)(F)F 4-chloro-N-(4-methyl-3-(2-((1-methyl-1H-pyrazol-4-yl)amino)-8,9-dihydroimidazo[1',2':1,6]pyrido[2,3-d]pyrimidin-6-yl)phenyl)-3-(trifluoromethyl)benzamide formate